8-methoxy-6-[7-[2-(1-methylpyrrolidin-2-yl)ethoxy]imidazo[1,2-a]pyridin-3-yl]-2-(2,2,2-trifluoroethyl)-3,4-dihydroisoquinolin-1-one COC=1C=C(C=C2CCN(C(C12)=O)CC(F)(F)F)C1=CN=C2N1C=CC(=C2)OCCC2N(CCC2)C